Water phosphorus [P].O